(2-Chloro-4-methylbenzoyl)benzoic acid ClC1=C(C(=O)C2=C(C(=O)O)C=CC=C2)C=CC(=C1)C